5-bromo-3-chloro-6-methoxy-1-methyl-pyrazolo[3,4-b]Pyridine BrC=1C=C2C(=NC1OC)N(N=C2Cl)C